C(C)(C)(C)NC(=O)NCCCN(C)C 1-(tert-butyl)-3-(3-dimethylaminopropyl)urea